N-(3-(3,4-difluorophenyl)-1H-pyrazol-5-yl)-4-morpholinopyrido[3',2':4,5]furo[3,2-d]pyrimidin-2-amine hydrochloride Cl.FC=1C=C(C=CC1F)C1=NNC(=C1)NC=1N=C(C2=C(N1)C1=C(O2)N=CC=C1)N1CCOCC1